FC([C@@H]1COCCN1C[C@@H]1N(C[C@H](NC1)C)CC(=O)N1C2=C(OC[C@@H]1C)N=C(C(=C2)CC2=CC=C(C=C2)F)C(=O)N)F (S)-1-(2-((2R,5R)-2-(((S)-3-(difluoromethyl)morpholino)methyl)-5-methylpiperazin-1-yl)acetyl)-7-(4-fluorobenzyl)-2-methyl-2,3-dihydro-1H-pyrido[2,3-b][1,4]oxazine-6-carboxamide